C(C)(=O)C1=C(C=CC=C1)NC(=O)C1=NC=CC=C1 N-(2-acetylphenyl)pyridinamide